ClC1=C(C(=C(C=C1)C1=NC(=CC=2N=C(N(C(C21)=O)C)C)N2C[C@@H](OCC2)C=2C=NN(C2)C)F)F 5-(4-chloro-2,3-difluorophenyl)-2,3-dimethyl-7-((2S)-2-(1-methyl-1H-pyrazol-4-yl)-4-morpholinyl)-pyrido[4,3-d]pyrimidin-4(3H)-one